BrC=1C=C(C=CC1OC1=CC=CC=C1)N1C(N(C(NC1=O)=O)C1=CC=CC=C1)=O 1-(3-bromo-4-phenoxyphenyl)-3-phenyl-1,3,5-triazinane-2,4,6-trione